2-propen CC=C